CC=1N=CN(C1)C1=CCC2C3CC=C4C[C@H](CC[C@@]4(C3CC[C@]12C)C)NC(C1=CC=C(C=C1)S(=O)(=O)C)=O N-((3S,10R,13S)-17-(4-methyl-1H-imidazol-1-yl)-10,13-dimethyl-2,3,4,7,8,9,10,11,12,13,14,15-dodecahydro-1H-cyclopenta[a]phenanthren-3-yl)-4-(methylsulfonyl)benzamide